5-(2-Methylpyridin-4-yl)-4-(quinoxalin-6-yl)-1H-imidazol-2-amine CC1=NC=CC(=C1)C1=C(N=C(N1)N)C=1C=C2N=CC=NC2=CC1